C(C)O[Si](CCCC=C(C(=O)N)CS(=O)(=O)C1=CC=C(C)C=C1)(OCC)OCC 3-(triethoxysilyl)propyl-2-(tosylmethyl)acryl-amide